C1(=CC=CC=C1)NC1=CC=2C(C3=CC=CC=C3C2C=C1)(C)C N-phenyl-(9,9-dimethyl-9H-fluoren-2-yl)amine